1-((3-fluoro-4-(4-(2-methoxyethoxy)-2-((4-((4-methylpiperazin-1-yl)methyl)phenyl)amino)-7H-pyrrolo[2,3-d]pyrimidin-5-yl)phenoxy)methyl)pyridin-2(1H)-one FC=1C=C(OCN2C(C=CC=C2)=O)C=CC1C1=CNC=2N=C(N=C(C21)OCCOC)NC2=CC=C(C=C2)CN2CCN(CC2)C